COC(=O)[C@H]1N(C[C@@H](C1)O)C(CNC(=O)OC(C)(C)C)=O.C(CCCCCCCCCCC)P(CCCCCCCCCCCC)CCCCCCCCCCCC tridodecyl-Phosphine methyl-(2S,4R)-1-[2-(tert-butoxycarbonylamino)acetyl]-4-hydroxy-pyrrolidine-2-carboxylate